2-(2,2-dimethylcyclopropyl)-5-(7-methylpyrido[2,3-b]pyrazin-6-yl)-4,5,6,7-tetrahydrothiazolo[5,4-c]pyridine CC1(C(C1)C=1SC=2CN(CCC2N1)C=1C(=CC=2C(=NC=CN2)N1)C)C